OB(O)C1=C(C(=O)N)C=CC=C1 (dihydroxyboryl)benzamide